N-(6-((1H-indazol-4-yl)methyl)-4-methyl-5-oxo-5,6-dihydro-4H-thiazolo[5',4':4,5]pyrrolo[2,3-d]pyridazin-2-yl)-2-(1H-pyrazol-3-yl)acetamide N1N=CC2=C(C=CC=C12)CN1N=CC2=C(C1=O)N(C1=C2SC(=N1)NC(CC1=NNC=C1)=O)C